1-[2-azido-1-(1H-imidazol-1-yl)ethyl]-4-propylpyrrolidin-2-one N(=[N+]=[N-])CC(N1C=NC=C1)N1C(CC(C1)CCC)=O